5-bromo-3-methyl-1-((2-(trimethylsilyl)ethoxy)methyl)-1H-benzo[d]imidazol-2(3H)-one BrC1=CC2=C(N(C(N2C)=O)COCC[Si](C)(C)C)C=C1